N1=C(C=CC(=C1)CNC1=C2N=CN(C2=NC(=N1)C=1C=NC=CC1)C1CCCC1)C=1C=NC=CC1 N-([2,3'-bipyridin]-5-ylmethyl)-9-cyclopentyl-2-(pyridin-3-yl)-9H-purin-6-amine